4,5-Dihydro-6-methyl-3(2H)-pyridazinone CC=1CCC(NN1)=O